2-Isopropyl-5-(quinolin-3-yl)-1,3-phenylenedi(dihydrogen phosphate) C(C)(C)C1=C(C=C(C=C1OP(=O)(O)[O-])C=1C=NC2=CC=CC=C2C1)OP(=O)(O)[O-]